C1(CC1)C1=NN(C=N1)C1CC2(CN(C2)C(=O)N2CC(C2)C2=CC=C(C=C2)C2(CC2)C2=NN=NN2)C1 [6-(3-cyclopropyl-1,2,4-triazol-1-yl)-2-azaspiro[3.3]heptan-2-yl]-[3-[4-[1-(1H-tetrazol-5-yl)cyclopropyl]phenyl]azetidin-1-yl]methanone